COC1=C(C(=CC=C1)OC)C1=C(C=CC=C1)P(C1=C(C(=CC(=C1)O)C1=CC=CC=C1)O)C1=CC=CC=C1 3-((2',6'-dimethoxy-[1,1'-biphenyl]-2-yl)(phenyl)phosphino)-[1,1'-biphenyl]-2,5-diol